C(C)OC(CC1=C(C=C(C=C1)C1CCN(CC1)C(=O)OC(C)(C)C)F)=O tert-butyl 4-[4-(2-ethoxy-2-oxoethyl)-3-fluorophenyl]piperidine-1-carboxylate